ClC=1C=C(C=C(C1)F)[C@@H]1N(OCC1)C1=CC(=NC=N1)NC=1C(=CC(=C(C1)NC(C=C)=O)N1CCC(CC1)N1CCN(CC1)C(C)C)OC N-(5-((6-((R)-3-(3-chloro-5-fluorophenyl)isoxazolidine-2-yl)pyrimidine-4-yl)amino)-2-(4-(4-isopropylpiperazine-1-yl)piperidine-1-yl)-4-methoxyphenyl)acrylamide